CC1([C@H](C1)C(=O)N1CC2(C1)CNC[C@H]2CO)C ((S)-2,2-dimethylcyclopropyl)((S)-8-(hydroxymethyl)-2,6-diazaspiro[3.4]octan-2-yl)methanone